FC1(NC(C2=CC=C(C=C12)NC1=NC=C(C(=N1)N[C@H](CO)C1=CC=CC=C1)C=1OC=NN1)=O)F (S)-3,3-difluoro-5-((4-((2-hydroxy-1-phenylethyl)amino)-5-(1,3,4-oxadiazol-2-yl)pyrimidin-2-yl)amino)isoindolin-1-one